(S)-N-(2,2'-dichloro-3'-(5-(((R)-3-hydroxypyrrolidin-1-yl)methyl)picolinamido)-[1,1'-biphenyl]-3-yl)-4-(methylamino)-4,5,6,7-tetrahydropyrazolo[1,5-a]pyridine-2-carboxamide ClC1=C(C=CC=C1NC(=O)C1=NN2C([C@H](CCC2)NC)=C1)C1=C(C(=CC=C1)NC(C1=NC=C(C=C1)CN1C[C@@H](CC1)O)=O)Cl